3-(4-(ethylsulfonamido)phenyl)-5-((4-(trifluoromethyl)pyridin-2-yl)amino)-1H-pyrazole-4-carboxamide C(C)S(=O)(=O)NC1=CC=C(C=C1)C1=NNC(=C1C(=O)N)NC1=NC=CC(=C1)C(F)(F)F